FC(C1=NC(=NC(=N1)C(F)F)N1[C@H](C=2NC3=CC=C(C=C3C2CC1)Br)C[C@H]1COCCC1)F (1S)-2-[4,6-bis(difluoromethyl)-1,3,5-triazin-2-yl]-6-bromo-1-{[(3S)-oxan-3-yl]methyl}-2,3,4,9-tetrahydro-1H-pyrido[3,4-b]indole